1-(4-((6-bromo-[1,2,4]triazolo[1,5-a]pyrazin-8-yl)amino)phenyl)-4-methylpiperidin-4-ol BrC=1N=C(C=2N(C1)N=CN2)NC2=CC=C(C=C2)N2CCC(CC2)(O)C